ClC1=C(C=C(C=2C3=C(NC12)CCN([C@@H]3C)C(=O)C3=NC=C(C=N3)OC)SC)Cl (R)-(6,7-dichloro-1-methyl-9-(methylthio)-1,3,4,5-tetrahydro-2H-pyrido[4,3-b]indol-2-yl)(5-methoxypyrimidin-2-yl)methanone